FC=1C(=NC=C(C1)F)[C@@H](C(C)C)NCCCC[C@H](C(=O)NO)CC1=CC(=C(C(=C1)C)F)C (S)-6-(((R)-1-(3,5-difluoropyridin-2-yl)-2-methylpropyl)amino)-2-(4-fluoro-3,5-dimethylbenzyl)-N-hydroxyhexanamide